2-(4-(benzo[d]thiazol-5-yloxy)butyl)-8-methoxy-1,2,3,4-tetrahydrobenzofuro[2,3-c]pyridine S1C=NC2=C1C=CC(=C2)OCCCCN2CC1=C(CC2)C2=C(O1)C(=CC=C2)OC